5-fluoro-2,4-dimethylpyridine-3-amine FC=1C(=C(C(=NC1)C)N)C